SC(C(=O)OC1=C(C=CC=C1)C(NCCCNC(=O)C=1NC2=CC=C(C=C2C1S(=O)(=O)C1=CC(=CC(=C1)C)C)Cl)=O)CC (2-((3-(5-chloro-3-((3,5-dimethylphenyl) sulfonyl)-1H-indole-2-carboxamido) propyl) carbamoyl) phenyl) sulfanylbutyrate